2-[1-cyclobutyl-6-(pyrimidin-2-yl)-1H-1,3-benzodiazol-2-yl]-5-hydroxy-1-methyl-N-(1,2-oxazol-4-yl)-6-oxo-1,6-dihydropyrimidine-4-carboxamide C1(CCC1)N1C(=NC2=C1C=C(C=C2)C2=NC=CC=N2)C=2N(C(C(=C(N2)C(=O)NC=2C=NOC2)O)=O)C